C(C=C)OCC(CC)(COCC=C)COCC=C 1-(allyloxy)-2,2-bis((allyloxy)methyl)butane